5-sulfamoylfuran S(N)(=O)(=O)C1=CC=CO1